C(C)OC(C1=CN=C(C=C1)CC)=O 6-ethylnicotinic acid ethyl ester